pentylMethacrylamide C(CCCC)C=C(C(=O)N)C